ethyl (3,5,7-trimethyloct-5-en-1-yl) oxalate C(C(=O)OCCC(CC(=CC(C)C)C)C)(=O)OCC